OC1=CC=C(C=NNCC(=O)C2=C(C=CC=C2)C=C)C=C1 2-(2-(4-hydroxybenzylidene)hydrazino)-1-(2-vinylphenyl)ethanone